BrC1=CC(=NC=C1C)C1=CC=CC2=C1OC1=C2C=CC(=C1)C1=CC=CC=C1 4-bromo-5-methyl-2-(7-phenyldibenzo[b,d]furan-4-yl)pyridine